monohydroxyindium O[In]